2-[(2,2-Dichloroacetyl)-[[(2S)-1-[1-[4-(trifluoromethoxy)phenyl]cyclopropancarbonyl]pyrrolidin-2-carbonyl]amino]amino]acetamid ClC(C(=O)N(CC(=O)N)NC(=O)[C@H]1N(CCC1)C(=O)C1(CC1)C1=CC=C(C=C1)OC(F)(F)F)Cl